(Z)-5-methoxy-3-benzylidenephthalide COC=1C=C2/C(/OC(=O)C2=CC1)=C/C1=CC=CC=C1